(R)-2-(5-(7-azabicyclo[2.2.1]heptan-7-ylmethyl)-3-fluoro-2-methoxyphenyl)-2-((R)-3-((5-(5,6,7,8-tetrahydro-1,8-naphthyridin-2-yl)pentyl)oxy)pyrrolidin-1-yl)acetic acid C12CCC(CC1)N2CC=2C=C(C(=C(C2)[C@H](C(=O)O)N2C[C@@H](CC2)OCCCCCC2=NC=1NCCCC1C=C2)OC)F